Germinal carbon [C].[Ge]1(=CC=CC=C1)C=O